1-(3-fluorostyryl)-3,5-bis(trifluoromethyl)benzene FC=1C=C(C=CC2=CC(=CC(=C2)C(F)(F)F)C(F)(F)F)C=CC1